NC1(C(=CC=CC1)C1=CC=CC=C1)CS(=O)(=O)O.C(CCC)P(C12CC3CC(CC(C1)C3)C2)C23CC1CC(CC(C2)C1)C3 [n-butylbis(1-adamantyl)phosphine]-(2-amino-1,1'-biphenyl-2-yl methanesulfonate)